P(=O)(O)(O)OC[C@@H]1[C@H]([C@H](C(O1)NC=1C(C(=O)[O-])=CC=CC1)O)O N-5-Phospho-D-ribosyl-anthranilate